tert-butyl (R)-N-methyl-N-(pyrrolidin-3-yl)carbamate CN(C(OC(C)(C)C)=O)[C@H]1CNCC1